NC1=NC=2C=CC(=CC2C2=C1C=NN2C)C(=O)N(N(C)C(=O)C21CC(C2)C1)CC1=NC=C(C=C1)C(F)(F)F 4-amino-N'-(bicyclo[1.1.1]pentane-1-carbonyl)-N',1-dimethyl-N-((5-(trifluoromethyl)pyridin-2-yl)methyl)-1H-pyrazolo[4,3-c]quinoline-8-carbohydrazide